oleic acid methacrylate C(C(=C)C)(=O)O.C(CCCCCCC\C=C/CCCCCCCC)(=O)O